COC=1C=CC=C2C=C(N3C(C12)=CC=N3)CO (10-methoxypyrazolo[5,1-a]isoquinolin-5-yl)methanol